2,5-dimethoxy-N,N-dimethyl-4-iodo-amphetamine COC1=C(CC(N(C)C)C)C=C(C(=C1)I)OC